O=S1(N(CCC1)C1=CC2=C(N=C(S2)N[C@@H]2C[C@@H](CC2)CNC(=O)C2=CC(=NO2)C)C=C1)=O N-[[(1R,3S)-3-[[6-(1,1-dioxo-1,2-thiazolidin-2-yl)-1,3-benzothiazol-2-yl]amino]cyclopentyl]methyl]-3-methylisoxazole-5-carboxamide